2,2-diphenyl-2,5,7-trihydro-7-methylidene-5-oxofuro-[3',4':3,4]naphtho[1,2-b]pyran C1(=CC=CC=C1)C1(C=CC2=C(O1)C1=CC=CC=C1C1=C2C(OC1=C)=O)C1=CC=CC=C1